4-(2-Hydroxy-2-propyl)cumene hydroperoxide [O-]O.OC(C)(C)C1=CC=C(C=C1)C(C)C